ClC1=NC=C(C(=C1)C1=C(C=NC(=C1)C)C(=O)NC=1SC2=C(N1)CN(C2)C(=O)C2=NC=CC(=C2)C(F)F)OC 2'-chloro-N-{5-[4-(difluoromethyl)pyridine-2-carbonyl]-4H,5H,6H-pyrrolo[3,4-d][1,3]thiazol-2-yl}-5'-methoxy-6-methyl-[4,4'-bipyridine]-3-carboxamide